C(C)(C)C1=C(C=CC=C1)C1N(CCN(C1)CC=1C=NC(=CC1)OC)C1CC2(C1)CCN(CC2)C2=CC=C(C(=O)N)C=C2 4-(2-(2-(2-isopropylphenyl)-4-((6-methoxypyridin-3-yl)methyl)piperazin-1-yl)-7-azaspiro[3.5]nonan-7-yl)benzamide